NC([C@H](CO)NC(=O)C1=C(OC2=C1C=C(C=C2)OCC2=NC=CC=C2)C)=O (S)-N-(1-amino-3-hydroxy-1-oxopropan-2-yl)-2-methyl-5-(pyridin-2-ylmethoxy)benzofuran-3-carboxamide